2,2-difluoro-1-(1-methyl-1H-indol-3-yl)ethane-1-ol FC(C(O)C1=CN(C2=CC=CC=C12)C)F